N-((1s,4s)-1-carbamoyl-4-methylcyclohexyl)-6-(4-fluorophenyl)-4-hydroxy-1-(2-morpholinoethyl)-2-oxo-1,2-dihydro-1,8-naphthyridine-3-carboxamide C(N)(=O)C1(CCC(CC1)C)NC(=O)C=1C(N(C2=NC=C(C=C2C1O)C1=CC=C(C=C1)F)CCN1CCOCC1)=O